C(C)(C)(C)NS(=O)(=O)C1=NC(=CC=C1N[C@H](C)C=1C=C(C=C2C(C=C(OC12)C1=CN(C(C=C1)=O)C)=O)C)Cl N-tert-Butyl-6-chloro-3-[[(1R)-1-[6-methyl-2-(1-methyl-6-oxo-3-pyridyl)-4-oxo-chromen-8-yl]ethyl]amino]pyridine-2-sulfonamide